3-phenylamino-isonicotinic acid methyl ester COC(C1=C(C=NC=C1)NC1=CC=CC=C1)=O